OC(=O)C(F)(F)F.[C@H]12CNC[C@@H]2C1C1=NOC(=C1N(C)C)C 3-[(1R,5S,6r)-3-azabicyclo[3.1.0]hex-6-yl]-N,N,5-trimethyl-1,2-oxazol-4-amine TFA salt